NCC(=O)NC=1C=C(CN2C(N(CC2)C=2C=C(C=NC2)NC2=CC=C(C=N2)C2=CC=C(C(=O)N(C)C)C=C2)=O)C=CC1 4-(6-((5-(3-(3-(2-aminoacetamido)-benzyl)-2-oxoimidazolidin-1-yl)pyridin-3-yl)amino)pyridin-3-yl)-N,N-dimethyl-benzamide